C(=C)OC(C(F)(F)F)C(F)(F)F hexafluoroisopropyl vinyl ether